[Na+].C(C=C)(=O)[O-] propenoic acid, sodium salt